6,7-dimethoxy-2-(5-methylbenzo[d]isoxazol-3-yl)-1-oxo-1,2-dihydroisoquinoline-4-carboxylic acid COC=1C=C2C(=CN(C(C2=CC1OC)=O)C1=NOC2=C1C=C(C=C2)C)C(=O)O